C(C)S(=O)(=O)O.C(CCCCCCCCCCCCC)(=O)OCC ethyl myristate ethanesulfonate